2,2'-methylenebis(4-ethyl-6-tertiarybutylphenol) C(C1=C(C(=CC(=C1)CC)C(C)(C)C)O)C1=C(C(=CC(=C1)CC)C(C)(C)C)O